C(C)C1(CC=CC(=C1C(C=CC)=O)C)C 1-(6-ethyl-2,6-dimethyl-cyclohexa-1,3-dien-1-yl)but-2-en-1-one